N1(CCNCC1)C1=CC=C(C2=CC=CC=C12)S(=O)(=O)NC1=CC=CC=2CCCCC12 4-(piperazin-1-yl)-N-(5,6,7,8-tetrahydronaphthalen-1-yl)naphthalene-1-sulfonamide